COC1=CC2=C(C=C1)C1=C(CCN(CC1)CC(F)(F)F)O2 8-methoxy-3-(2,2,2-trifluoroethyl)-2,3,4,5-tetrahydro-1H-benzofuro[2,3-d]azepine